NC1(CN(C1)C1=NC2=C(C(=C(C=C2C(=N1)N1CCNCC1)Cl)C1=CC=CC2=C1N=C(S2)N)F)CC 4-[2-(3-amino-3-ethyl-azetidin-1-yl)-6-chloro-8-fluoro-4-piperazin-1-yl-quinazolin-7-yl]-1,3-benzothiazol-2-amine